OCC=1C(=NC=C(C(=O)OC(C)(C)C)C1)NC tert-butyl 5-(hydroxymethyl)-6-(methylamino)nicotinate